((2s,3s,4r,5r)-4-(benzyloxy)-5-((benzyloxy)methyl)-3-fluorotetrahydrofuran-2-yl)-2-fluoropyrrolo[2,1-f][1,2,4]triazin-4-amine C(C1=CC=CC=C1)O[C@H]1[C@H]([C@@H](O[C@@H]1COCC1=CC=CC=C1)C=1C=CN2N=C(N=C(C21)N)F)F